C(#N)C1=CC2=C(N=C(S2)NC2=NC=CC(=C2)C2CCN(CC2)C(CCC2CCCC2)=O)C=C1 2-((6-cyanobenzo[d]thiazol-2-yl)amino)-4-(1-(3-cyclopentyl-1-oxopropyl)piperidin-4-yl)pyridine